CCCC(C)C=1C=C(C=CC1)C1=CC=C(C=C1)C#N 3-4-pentyl-4'-cyanobiphenyl